O1CCN(CC1)C=1C2=C(N=C(N1)N/N=C/C=1C=C(C=CC1)C)N=C(S2)C(=O)NC2COC2 7-morpholino-5-[(2E)-2-(m-tolylmethylene)hydrazino]-N-(oxetan-3-yl)thiazolo[4,5-d]pyrimidine-2-carboxamide